C1=CC=CC=2C3=CC=CC=C3C(C12)COC(=O)N1[C@H](C[C@@H](C1)OCC(=O)OC(C)(C)C)C(=O)O (2R,4S)-1-(((9H-Fluoren-9-yl)methoxy)carbonyl)-4-(2-(tert-butoxy)-2-oxoethoxy)pyrrolidine-2-carboxylic acid